isooctyl alcohol uranium [U].C(CCCCC(C)C)O